5-butyl-acenaphthene C(CCC)C1=CC=C2CCC=3C=CC=C1C32